2-PHENYL-1H-PYRROLO[2,3-B]PYRIDINE-5-CARBOXALDEHYDE C1(=CC=CC=C1)C1=CC=2C(=NC=C(C2)C=O)N1